C(C1=CC=CC=C1)OCC1=NN(C(N1CC)=O)C=1C=C2C(=CC(=NC2=CC1F)C1=C(C=CC=C1)C)Cl 3-((benzyloxy)methyl)-1-(4-chloro-7-fluoro-2-(o-tolyl)quinolin-6-yl)-4-ethyl-1H-1,2,4-triazol-5(4H)-one